N,N-diethyl-p-anisidine C(C)N(C1=CC=C(OC)C=C1)CC